NC1=C(C=C(C2=CC=CC=C12)S(=O)(=O)O)N=NC=1C=NC(=CC1)C1=C(C(=CC(=C1)C)C=O)OC(C)C 4-amino-3-[6-(3-formyl-2-isopropoxy-5-methylphenyl)pyridine-3-ylazo]naphthalene-1-sulfonic acid